FC1=CC=C(C=C1)CCN(C([O-])=O)CCCNC=1C=NNC1 N-[2-(4-fluorophenyl)ethyl]-N-[3-(1H-pyrazol-4-ylamino)propyl]carbamate